tert-butyl (2-chloro-4-((((1s,4s)-4-((3-methoxy-4-methylphenyl)carbamoyl)cyclohexyl) amino)methyl)-5-methylpyridin-3-yl)carbamate ClC1=NC=C(C(=C1NC(OC(C)(C)C)=O)CNC1CCC(CC1)C(NC1=CC(=C(C=C1)C)OC)=O)C